1-(3,3-difluoro-1-methylcyclobutyl)-N-((5-phenyl-1,3,4-thiadiazol-2-yl)methyl)-1H-1,2,3-triazole-4-carboxamide FC1(CC(C1)(C)N1N=NC(=C1)C(=O)NCC=1SC(=NN1)C1=CC=CC=C1)F